3-(3-(3-((tert-butyldimethylsilyl)oxy)propoxy)-5-methyl-4-nitro-1H-pyrazol-1-yl)-2-ethylpyridine [Si](C)(C)(C(C)(C)C)OCCCOC1=NN(C(=C1[N+](=O)[O-])C)C=1C(=NC=CC1)CC